C(C=C)(=O)OCCCCCCCCCCCCC[Si](OC)(OC)C acryloyloxytridecylmethyldimethoxysilane